(R)-2-(4-(4-(aminomethyl)-7-(oxetan-2-yl)-1-oxo-1,2-dihydrophthalazin-6-yl)-1-methyl-1H-pyrazol-5-yl)benzo[b]thiophene-3-carbonitrile NCC1=NNC(C2=CC(=C(C=C12)C=1C=NN(C1C1=C(C2=C(S1)C=CC=C2)C#N)C)[C@@H]2OCC2)=O